C(C)(C)(C)OC(=O)N1CC2(C1)CCN(CC2)C2=NC=NC1=CC=C(C=C21)C=2C=NC(=C(C2)NS(=O)(=O)C2=C(C=C(C=C2F)F)F)OC 7-(6-(6-methoxy-5-((2,4,6-Trifluorophenyl)sulfonylamino)pyridin-3-yl)quinazolin-4-yl)-2,7-diazaspiro[3.5]nonane-2-carboxylic acid tert-butyl ester